C(C)[C@@H]1N(CCN(C1)C1=NC=C(C=N1)C(F)(F)F)C(=O)OCCC1=CNC(C(=C1)C(F)(F)F)=O 2-(6-Oxo-5-(trifluoromethyl)-1,6-dihydropyridin-3-yl)ethyl (S)-2-ethyl-4-(5-(trifluoromethyl)pyrimidin-2-yl)piperazine-1-carboxylate